CNCCN1C(=O)N(C=2N=CN(C2C1=O)C)C 1-(2-methylaminoethyl)-3,7-dimethylxanthine